The molecule is a hydroxy fatty acid that is (9E)-octadec-9-enoic (elaidic) acid carrying a hydroxy substituent at position 12. It is a hydroxy fatty acid, a long-chain fatty acid and a hydroxy monounsaturated fatty acid. It derives from an elaidic acid. It is a conjugate acid of a (9E)-12-hydroxyoctadec-9-enoate. CCCCCCC(C/C=C/CCCCCCCC(=O)O)O